5-tetradecenoic acid C(CCCC=CCCCCCCCC)(=O)O